ONC(/C=C/C1=C(C=CC=C1)NC(=O)C=1SC(=CC1)C1=CC(=NN1C)C(F)(F)F)=O (E)-N-(2-(3-(hydroxyamino)-3-oxoprop-1-en-1-yl)phenyl)-5-(1-methyl-3-(trifluoromethyl)-1H-pyrazol-5-yl)thiophene-2-carboxamide